CC1(N(C(OC1)=O)C=1N=C(C(=NC1)C(=O)OCC1=CC=CC=C1)N1CCC2(CC2)CC1)C benzyl 5-(4,4-dimethyl-2-oxooxazolidin-3-yl)-3-(6-azaspiro[2.5]octan-6-yl)pyrazine-2-carboxylate